C(CCC)C=1N(C2=C(C(=NC=3C=C(C=CC23)Cl)N)N1)CC1(COC(OC1)(C)C)C 2-Butyl-7-chloro-1-[(2,2,5-trimethyl-1,3-dioxan-5-yl)methyl]-1H-imidazo[4,5-c]quinolin-4-amine